N-(2,6-difluoro-3-(5-(pyridin-4-yl)-1H-pyrrolo-[2,3-b]pyridine-3-carbonyl)-phenyl)propane-1-sulfonamide FC1=C(C(=CC=C1C(=O)C1=CNC2=NC=C(C=C21)C2=CC=NC=C2)F)NS(=O)(=O)CCC